8-(5-chloro-3-fluoropyridin-2-yl)-5-(4-fluorobenzyl)-2-hydroxy-5,8-diazaspiro-[3.5]nonane-6,9-dione ClC=1C=C(C(=NC1)N1CC(N(C2(CC(C2)O)C1=O)CC1=CC=C(C=C1)F)=O)F